ClC=1C=CC(=C(C1)O)OC1=CC=C(C=C1)Cl 5-chloro-2-(4-chlorophenoxy)phenol